2-(2-fluoro-6-methoxybenzamido)butanoic acid FC1=C(C(=O)NC(C(=O)O)CC)C(=CC=C1)OC